C(C)(=O)O\N=C(/C)\C1=CC=2C(C3=CC(=CC=C3C2C=C1)[N+](=O)[O-])(CCCC)CCCC (E)-1-(9,9-dibutyl-7-nitro-9H-fluorene-2-yl)Ethanone O-acetyl oxime